4-amino-1-methylpyridin-2(1H)-one hydrochloride Cl.NC1=CC(N(C=C1)C)=O